N-(5-chloro-2-hydroxyphenyl)butyramide ClC=1C=CC(=C(C1)NC(CCC)=O)O